3,3'-(oxydi-1,4-phenylene)bis(2,4,5-triphenylcyclopentadienone) O(C1=CC=C(C=C1)C1=C(C(C(=C1C1=CC=CC=C1)C1=CC=CC=C1)=O)C1=CC=CC=C1)C1=CC=C(C=C1)C1=C(C(C(=C1C1=CC=CC=C1)C1=CC=CC=C1)=O)C1=CC=CC=C1